ClC(C(C)(C)OC(=O)N1CCC(CC1)=O)(Cl)Cl 4-Oxopiperidine-1-carboxylic acid 1,1,1-trichloro-2-methylpropan-2-yl ester